1,1-difluoro-N-{2-[(4-fluorophenyl)methoxy]-4-(4,4,5,5-tetramethyl-1,3,2-dioxaborolan-2-yl)phenyl}methanesulfonamide FC(S(=O)(=O)NC1=C(C=C(C=C1)B1OC(C(O1)(C)C)(C)C)OCC1=CC=C(C=C1)F)F